O=C1NC(CCC1N1CC2=CC=C(C=C2C1=O)COC(=O)NC12CC(C1)(C2)C(=O)OC(C)(C)C)=O tert-butyl 3-((((2-(2,6-dioxopiperidin-3-yl)-3-oxoisoindolin-5-yl)methoxy)carbonyl)amino)bicyclo[1.1.1]pentane-1-carboxylate